6-(6-chloro-1H-indol-7-yl)-2-methoxynicotinamide ClC1=CC=C2C=CNC2=C1C1=NC(=C(C(=O)N)C=C1)OC